boron titanium gadolinium [Gd].[Ti].[B]